[Se]1[CH-]C=CC=C1.[Se+2].[Se]1[CH-]C=CC=C1 selenium Selenainide